4-sulfhydryl-1,2-butanediol SCCC(CO)O